N-(4-(benzo[d]oxazol-2-ylsulfanyl)-3,5-dimethylphenyl)benzamide O1C(=NC2=C1C=CC=C2)SC2=C(C=C(C=C2C)NC(C2=CC=CC=C2)=O)C